C(C=CCCCCCCCCCCCC)=O 7Z-Pentadecenal